C(C(O)CC(=O)[O-])(=O)O.[K+].N1C(=NC=C1)C1=NC=CC=C1 (imidazole-2-yl)pyridine potassium hydrogen DL-malate